C(#N)C1=CC=C(CCN2CC3(CN(C3)C3=NC=NC=C3OC3=C(C=C(C=C3)F)C3=C(C=C(C=C3)C#N)C3CC3)C2)C=C1 2'-((4-(6-(4-cyanophenethyl)-2,6-diazaspiro[3.3]heptan-2-yl)pyrimidin-5-yl)oxy)-2-cyclopropyl-5'-fluoro-[1,1'-biphenyl]-4-carbonitrile